C(C)S(=O)(=O)N1CC(C1)OC=1C=C(C=NC1)C1=CC2=C(N(C(S2)=O)C)C=C1 6-(5-((1-(ethylsulfonyl)azetidin-3-yl)oxy)pyridin-3-yl)-3-methylbenzo[d]thiazol-2(3H)-one